ClC1=CC=C(C(=N1)C(C)C)C=1C=C(C(N(C1)C)=O)C 5-(6-chloro-2-isopropyl-3-pyridinyl)-1,3-dimethyl-pyridin-2-one